CN1N=CC(=C1)NC(=O)N (1-methylpyrazol-4-yl)urea